C1(CC1)C1=NC=C(C(=N1)OC[C@@H]1CN(CC1)C1=NC=C(C(=C1)C)F)C#N (S)-2-cyclopropyl-4-((1-(5-fluoro-4-methylpyridin-2-yl)pyrrolidin-3-yl)methoxy)pyrimidine-5-carbonitrile